(S)-quinuclidin-3-yl (5-(4-ethoxyphenyl)-2,2-dimethyl-2,3-dihydro-1H-inden-1-yl)carbamate C(C)OC1=CC=C(C=C1)C=1C=C2CC(C(C2=CC1)NC(O[C@@H]1CN2CCC1CC2)=O)(C)C